FC1CCN(CC1)C[C@H]1NCC2=CC=CC=C2C1 (3S)-3-[(4-fluoro-1-piperidinyl)methyl]-1,2,3,4-tetrahydroisoquinoline